FC=1C=C2C(NN=C(C2=CC1F)[C@@H](C)N(C(=O)C=1NC2=CC=C(C=C2C1)F)CC)=O (R)-N-(1-(6,7-difluoro-4-oxo-3,4-dihydrophthalazin-1-yl)ethyl)-N-ethyl-5-fluoro-1H-indole-2-carboxamide